ClC1=C(C=CC(=C1)F)C1=CC=2N(C(N(C(C2S1)=O)C=1C2=C(C=NC1)C=NN2C)=O)CCC#N 3-(6-(2-chloro-4-fluorophenyl)-3-(1-methyl-1H-pyrazolo[4,3-c]pyridin-7-yl)-2,4-dioxo-3,4-dihydrothieno[3,2-d]pyrimidin-1(2H)-yl)propionitrile